ClC=1C=2C(=CNC2C2=C(C1)CN(S(N2)(=O)=O)CC2=CC=C(C=C2)F)Cl 6,7-dichloro-3-(4-fluorobenzyl)-1,3,4,9-tetrahydro-[1,2,6]thiadiazino[4,3-g]indole 2,2-dioxide